C(C)CC(C)N Ethylpropan-2-amine